BrC1=NC(=CC(=C1O)Br)C 2,4-dibromo-6-methylpyridin-3-ol